(S)-6,8-dichloro-2-trifluoromethyl-2H-chromene-3-carboxylic acid ClC=1C=C2C=C([C@H](OC2=C(C1)Cl)C(F)(F)F)C(=O)O